BrCCCCOC1=CC=C(C=C1)C(C=CC1=CC(=CC=C1)OC)=O 1-(4-(4-bromobutoxy)phenyl)-3-(3-methoxyphenyl)-2-propen-1-one